3-(5-hydroxy-1-(5-(methylsulfonyl)pyridin-2-yl)-1H-pyrazol-4-yl)benzonitrile OC1=C(C=NN1C1=NC=C(C=C1)S(=O)(=O)C)C=1C=C(C#N)C=CC1